N1C=[NH+]C=C1.NC1=C(C=C(C=C1)Cl)S(=O)(=O)[NH-] 2-amino-5-chlorobenzenesulfonamide, imidazolium salt